dimethyl-arsonic acid, sodium salt [Na].CO[AsH](OC)=O